ClC=1C=C(C=C(C1)Cl)C1(CC(=NO1)C1=CC(=C(C(=O)NNC(C2=C(C=CC=C2)F)=O)C=C1)C)C(F)(F)F 4-(5-(3,5-dichlorophenyl)-5-(trifluoromethyl)-4,5-dihydroisoxazol-3-yl)-N'-(2-fluorobenzoyl)-2-methylbenzoyl-hydrazine